3-((2-Amino-9-((2R,3S,4S,5R)-4-fluoro-3-hydroxy-5-(hydroxymethyl)tetrahydrofuran-2-yl)-6,8-dioxo-1,6,8,9-tetrahydro-7H-purin-7-yl)methyl)benzoic acid NC=1NC(C=2N(C(N(C2N1)[C@@H]1O[C@@H]([C@H]([C@H]1O)F)CO)=O)CC=1C=C(C(=O)O)C=CC1)=O